[S].[P].[Cr].[Cu] copper chromium phosphorus sulfur